NC1CCC2=C1C=C(C=1C=C(N=CC21)C2CC2)S(=O)(=O)NC(C(C)C)([2H])[2H] 7-amino-3-cyclopropyl-N-(1,1-dideutero-2-methylpropyl)-8,9-dihydro-7H-cyclopenta[H]isoquinoline-5-sulfonamide